ClC1=C(C(=C(C=2C=NC(=NC12)NC1=CC=C2C3(CN(CC2=C1)C)CC3)N)F)C3=C(C1=C(OCCN1)N=C3)C 8-chloro-6-fluoro-7-(8-methyl-2,3-dihydro-1H-pyrido[2,3-b][1,4]oxazin-7-yl)-N~2~-(2'-methyl-2',3'-dihydro-1'H-spiro[cyclopropane-1,4'-isoquinolin]-7'-yl)quinazoline-2,5-diamine